1-oxo-2-(2,6-dioxopiperidin-3-yl)-6-aminoisoindoline O=C1N(CC2=CC=C(C=C12)N)C1C(NC(CC1)=O)=O